N-[4-(4-amino-2-fluorophenoxy)-2-pyridinyl]cyclopropylcarboxamide NC1=CC(=C(OC2=CC(=NC=C2)NC(=O)C2CC2)C=C1)F